3-amino-N-[(4-{2-[2-(2-chlorophenyl)-2-methoxyacetamido]ethyl}phenyl)methyl]pyrazine-2-carboxamide NC=1C(=NC=CN1)C(=O)NCC1=CC=C(C=C1)CCNC(C(OC)C1=C(C=CC=C1)Cl)=O